tert-Butyl (2R,4R)-2-ethyl-4-(4-methyl-4H-1,2,4-triazol-3-yl)piperidine-1-carboxylate C(C)[C@H]1N(CC[C@H](C1)C1=NN=CN1C)C(=O)OC(C)(C)C